C[Si](O[SiH](O[Si](C)(C)C)O[Si](C)(C)C)(C)C hexamethyl-3-((trimethylsilyl)oxy)trisiloxan